CC=1C=C(N)C=CC1OC=1C=NC=CC1 3-methyl-4-(pyridin-3-yloxy)aniline